(1-(3-(7-chloro-2-methylbenzo[d]thiazol-6-yl)-4-cyano-1H-pyrazolo[3,4-d]pyrimidin-6-yl)-4-methylpiperidin-4-yl)carbamate ClC1=C(C=CC=2N=C(SC21)C)C2=NNC1=NC(=NC(=C12)C#N)N1CCC(CC1)(C)NC([O-])=O